[Na+].CC(CC)S(=O)(=O)[O-] 2-butanesulfonic acid sodium salt